C(C)(C)(C)OC(=O)N[C@@H]1CC[C@H](CC1)N1CC2=CC=C(C=C2C1)N1C(N=C(C=C1)NC(=O)N1CCN(CC1)C(C(C)(C)NC(OC(C)(C)C)=O)=O)=O tert-butyl (1-(4-((1-(2-((trans)-4-((tert-butoxycarbonyl)amino)cyclohexyl)isoindolin-5-yl)-2-oxo-1,2-dihydropyrimidin-4-yl)carbamoyl)piperazin-1-yl)-2-methyl-1-oxopropan-2-yl)carbamate